C(CC\C=C/C\C=C/CC)CC(=O)[O-] (4Z,7Z)-4,7-decadien-1-ylacetate